C[As](O)C DIMETHYLARSINOUS ACID